2,3,4,6-tetrabromo-D-glucose Br[C@@](C=O)(O)[C@@](O)([C@](O)([C@H](O)C(O)Br)Br)Br